[Si](C1=CC=CC=C1)(C1=CC=CC=C1)(C(C)(C)C)O[C@H]1C(COC1)=O |r| racemic-4-((tert-butyldiphenylsilyl)oxy)dihydrofuran-3(2H)-one